O1C(=CC=C1)CN1C(=NC=C1)C(=O)O (furan-2-ylmethyl)-1H-imidazole-2-carboxylic acid